8-(3-(difluoromethyl)-2-fluorophenyl)-9-(4-((1-(3-fluoropropyl)azetidin-3-yl)methyl)phenyl)-6,7-dihydro-5H-benzo[7]annulene-3-carboxylic acid hydrochloride Cl.FC(C=1C(=C(C=CC1)C=1CCCC2=C(C1C1=CC=C(C=C1)CC1CN(C1)CCCF)C=CC(=C2)C(=O)O)F)F